1-[(8aS)-5-(2-Amino-1,3-benzoxazol-5-yl)-6-chloro-8a,9,11,12-tetrahydropyrazino[2',1':3,4][1,4]-oxazepino[5,6,7-de]quinazolin-10(8H)-yl]prop-2-en-1-one NC=1OC2=C(N1)C=C(C=C2)C=2C(=C1C3=C(N=CN=C3C2)N2[C@H](CO1)CN(CC2)C(C=C)=O)Cl